FC=1C=C(C=CC1C(F)(F)F)C1=NOC(=N1)C1=CC2=C(N(N=N2)CCC(C)C)C=C1 5-{3-[3-fluoro-4-(trifluoromethyl)phenyl]-1,2,4-oxadiazol-5-yl}-1-(3-methyl-butyl)-1H-1,2,3-benzotriazole